BrC=1C=C2CN(C(C2=CC1)=O)CCN(C(OC(C)(C)C)=O)C[C@H]1NC(CC1)=O (S)-tert-Butyl (2-(5-bromo-1-oxoisoindolin-2-yl)ethyl)((5-oxopyrrolidin-2-yl)methyl)carbamate